ClC1=C(C#N)C(=CC(=C1)F)C(Br)Br 2-chloro-6-(dibromo-methyl)-4-fluorobenzonitrile